C(C)(C)(C)N.[Li] lithium t-butylamine salt